O=C1NC(CCC1C(C(O)=O)C(CCC(C)C)=O)=O 2-(2,6-Dioxopiperidin-3-yl)-1,3-dioxoisooctanol